N1C(=O)NC=2N=CNC2C1=O anti-xanthine